CC1=C(C=C(S1)C(=O)NC=1SC(=NN1)C)[C@@H]1[C@H](C1)NCC1CCOCC1 5-methyl-N-(5-methyl-1,3,4-thiadiazol-2-yl)-4-((1R,2S)-2-((tetrahydro-2H-pyran-4-ylmethyl)-amino)cyclopropyl)-thiophene-2-carboxamide